C1(CCCCC1)SC1=CC=C(C=C1)C 1-cyclohexylsulfanyl-4-methyl-benzene